4-[(2S)-3-amino-2-[benzyl(methyl)amino]propyl]benzamide NC[C@H](CC1=CC=C(C(=O)N)C=C1)N(C)CC1=CC=CC=C1